4-amino-3-chloro-6-(4-chloro-2-fluoro-3-methoxyphenyl)-5-fluoropyridinecarboxylic acid NC1=C(C(=NC(=C1F)C1=C(C(=C(C=C1)Cl)OC)F)C(=O)O)Cl